SCC[Si](C)(C)OCC 2-mercaptoethylethoxydimethyl-silane